4-{Bis[4-(dimethylamino)-phenyl]methylidene}-N,N-dimethylcyclohexa-2,5-dien-1-iminium chloride [Cl-].CN(C1=CC=C(C=C1)C(=C1C=CC(C=C1)=[N+](C)C)C1=CC=C(C=C1)N(C)C)C